NC1=CC(=C(C=C1F)C1=NN(C2=C1C(=NC=C2I)N)C(C)C)F 3-(4-amino-2,5-difluoro-phenyl)-7-iodo-1-isopropyl-1H-pyrazolo[4,3-c]pyridin-4-ylamine